N-(2-(4-fluoro-1H-indol-3-yl)ethyl)-N-propylpropan-1-amine FC1=C2C(=CNC2=CC=C1)CCN(CCC)CCC